CCCCCCCCCCCCCCC[C@@H](C[C@H](C[C@H](C[C@H](C[C@H](C[C@H]1CC=CC(=O)O1)O)O)O)O)O The molecule is a member of the class of 2-pyranones that is 5,6-dihydro-2H-pyran-2-one substituted by a 2,4,6,8,10-pentahydroxypentacosyl group at position 6. It has been isolated from Cryptocarya species. It has a role as a plant metabolite. It is a member of 2-pyranones and a pentol.